N-(2-((1r,3r,5r,7r)-adamantan-2-ylamino)ethyl)-5-(4-chloro-phenyl)-1-cyclopentyl-4-methyl-1H-pyrazole-3-carboxamide C12C(C3CC(CC(C1)C3)C2)NCCNC(=O)C2=NN(C(=C2C)C2=CC=C(C=C2)Cl)C2CCCC2